CC(C(=O)N1C[C@]2(OC3=C([C@@H]1C2)C=CC=C3)C)(C)C 2,2-Dimethyl-1-((2S,5S)-2-methyl-2,3-dihydro-2,5-methanobenzo[f][1,4]oxazepin-4(5H)-yl)propan-1-one